2-(6-(4-(hydroxymethyl)thiazol-2-yl)pyrimidin-4-yl)propan-2-ol OCC=1N=C(SC1)C1=CC(=NC=N1)C(C)(C)O